FC=1C=C(C=CC1)NC1=C2C=CN(C2=C(C=C1)C(=O)NC1(CC1)C1=CC=C(C(=O)O)C=C1)CC1=CC=C(C=C1)C(F)(F)F 4-(1-(4-((3-Fluorophenyl)amino)-1-(4-(trifluoromethyl)benzyl)-1H-indol-7-amido)cyclopropyl)benzoic acid